FC1=CC=2C(C=C(OC2C=2NC(OC21)=O)C2=CC=C(C#N)C=C2)=O 4-(4-fluoro-2,6-dioxo-1,2-dihydro-6H-chromeno[8,7-d]oxazol-8-yl)benzonitrile